C=C(C(=O)[O-])CC1=CC(=C(C(=C1)C(C)(C)C)O)C(C)(C)C methylen-3-(3,5-di-tert-butyl-4-hydroxyphenyl)propionate